BrC1=CC=C(C=C1)CCCC1C(NCCNCCNC(CN1)=O)=O 3-[3-(4-bromophenyl)propyl]-1,4,7,10-tetraazacyclododecane-2,6-dione